(E)-4-(N-benzyl-2-morpholinyl-4-(4-trifluoromethylanilino)pyrimidine-5-carboxamido)-2-butenecarboxylic acid methyl ester COC(=O)C\C=C\CN(C(=O)C=1C(=NC(=NC1)N1CCOCC1)NC1=CC=C(C=C1)C(F)(F)F)CC1=CC=CC=C1